C(C#CC#CCNC(=O)NCC(C)C)NC(=O)NCC(C)C 1,1'-(hexa-2,4-diyne-1,6-diyl)bis(3-isobutylurea)